N-(5-Chloro-6-(2H-1,2,3-triazol-2-yl)pyridin-3-yl)-1-(6-methylisochinolin-4-yl)-5-(trifluoromethyl)-1H-pyrazol-4-carboxamid ClC=1C=C(C=NC1N1N=CC=N1)NC(=O)C=1C=NN(C1C(F)(F)F)C1=CN=CC2=CC=C(C=C12)C